FC1(CCN(CC1)C1=NC=CC(=N1)C=1C=NN(C1)C1=C(C=C(N)C=C1)N1CCC2(CC2)CC1)F 4-(4-(2-(4,4-difluoropiperidin-1-yl)pyrimidin-4-yl)-1H-pyrazol-1-yl)-3-(6-azaspiro[2.5]oct-6-yl)aniline